tert-butyl (1-(2-(3-amino-6-(2-morpholino-5-(trifluoromethyl)pyrimidin-4-yl)pyrazine-2-carboxamido)pyridin-3-yl)-4-methylpiperidin-4-yl)carbamate NC=1C(=NC(=CN1)C1=NC(=NC=C1C(F)(F)F)N1CCOCC1)C(=O)NC1=NC=CC=C1N1CCC(CC1)(C)NC(OC(C)(C)C)=O